(1R,3S)-3-(3-((3-methylpyrazin-2-yl)amino)-1H-pyrazol-5-yl)cyclopentyl-carbamic acid isopropyl ester C(C)(C)OC(N[C@H]1C[C@H](CC1)C1=CC(=NN1)NC1=NC=CN=C1C)=O